8-bromo-6-chloro-3-methylimidazo[1,2-b]pyridazine BrC=1C=2N(N=C(C1)Cl)C(=CN2)C